C1(=CC=CC2=CC=C3C=C4C=CC=CC4=CC3=C12)C(CC)C 3-tetraphenylbutane